4-bromobutyric acid BrCCCC(=O)O